(R)-2-(3,5-difluorophenyl)-2-hydroxyacetic acid FC=1C=C(C=C(C1)F)[C@H](C(=O)O)O